N-(5-Chloro-6-(2H-1,2,3-triazol-2-yl)pyridin-3-yl)-1-(pyrazolo[1,5-a]pyrazin-4-yl)-5-(trifluoromethyl)-1H-pyrazol-4-carboxamid ClC=1C=C(C=NC1N1N=CC=N1)NC(=O)C=1C=NN(C1C(F)(F)F)C=1C=2N(C=CN1)N=CC2